(2R,3S)-3,3',4',5,7-pentahydroxyflavan-3-ol OC1([C@H](OC2=CC(=CC(=C2C1)O)O)C1=CC(=C(C=C1)O)O)O